hexadecan-1-yl myristate C(CCCCCCCCCCCCC)(=O)OCCCCCCCCCCCCCCCC